C(=O)(OC(C)(C)C)N[C@@H](CC1=CC(=CC=C1)C)C(=O)O Boc-3-methyl-L-phenylalanine